FC=1C=CC(=C(C1)C=1SC[C@H](N1)C1SC[C@@H](N1C)C(=O)O)O (4S)-2-((S)-2-(5-fluoro-2-hydroxyphenyl)-4,5-dihydrothiazol-4-yl)-3-methylthiazolidine-4-carboxylic acid